C(CCCC[C@@H]1SC[C@@H]2NC(=O)N[C@H]12)(=O)NCCCCCCN(CCCCCCNC(CCCC[C@@H]1SC[C@@H]2NC(=O)N[C@H]12)=O)CC1=CC=C(C=C1)C(NCCOCCOCCOCCC(=O)OC(C)(C)C)=O.[I].[Se].[B].[Ba].[Cs] cesium-barium-boron-selenium iodine tert-Butyl 1-(4-((Bis(6-(biotinylamino)hexyl)amino)methyl)phenyl)-1-oxo-5,8,11-trioxa-2-azatetradecan-14-oate